(S)-N-(4-(3-aminopiperidin-1-yl)-5-(1-(3-(dimethylamino)propyl)-1H-pyrazol-4-yl)pyridin-2-yl)-2-(2-fluoro-6-methoxyphenyl)pyrimidin-4-amine N[C@@H]1CN(CCC1)C1=CC(=NC=C1C=1C=NN(C1)CCCN(C)C)NC1=NC(=NC=C1)C1=C(C=CC=C1OC)F